CN1C(N(C2=C1C(=CC=C2)CCCCC2CCNCC2)C2CNCCC2)=O 3-[3-methyl-2-oxo-4-[4-(4-piperidyl)butyl]benzimidazol-1-yl]piperidine